1,3-dipentyl propanedioate C(CC(=O)OCCCCC)(=O)OCCCCC